OC=1C=C(C=CC1)C(C)O 1-(3-hydroxyphenyl)ethanol